COC(C1=CC(=C(C=C1)N)NCC1OCCC1)=O 4-amino-3-(((tetrahydrofuran-2-yl)methyl)amino)benzoic acid methyl ester